O1CCC2C1OCC2 (3R,3aS,6aR)-hexahydrofuro[2,3-b]furan